ClC=1N=C(NC(C1)(OCC(=O)O)OCC=1C=NC=CC1)N1CCOCC1 2-(4-chloro-2-morpholino-6-(pyridin-3-ylmethoxy)pyrimidin-6-yloxy)acetic acid